CC=1N=C2N(N=C(C(=C2C)C)N2CC=3C=C(C=NC3CC2)C2=C(C=CC=C2)OC(F)(F)F)C(C1)=O 2,8,9-trimethyl-7-(3-(2-(trifluoromethoxy)phenyl)-7,8-dihydro-1,6-naphthyridin-6(5H)-yl)-4H-pyrimido[1,2-b]pyridazin-4-one